FC=1C=C(CC=2C=CC(=NC2)NC(=O)C2=CN(C(C=C2)=O)C)C=C(C1)OC N-(5-(3-fluoro-5-methoxybenzyl)pyridin-2-yl)-1-methyl-6-oxo-1,6-dihydropyridine-3-carboxamide